(S)-2-((3-(oxiran-2-ylmethoxy)phenyl)sulfonyl)ethanol O1[C@@H](C1)COC=1C=C(C=CC1)S(=O)(=O)CCO